OC=1C=C2OC3=CC=C4C(=C3C3(OC(C5=CC=CC=C35)=O)C2=CC1)C=CC=C4 9-hydroxy-3'H-spiro[benzo[a]xanthene-12,1'-isobenzofuran]-3'-one